ClC1=CC=C(CN2CC3(C2)CN(C3)CC3=CC(=CC=C3)OC)C=C1 2-(4-chlorobenzyl)-6-(3-methoxybenzyl)-2,6-diazaspiro[3.3]heptane